tert-butyl (1S,5R)-6-(4-((4-([1,2,4]triazolo[1,5-a]pyridin-7-yloxy)-2-fluoro-3-methylphenyl)amino)pyrido[3,2-d]pyrimidin-6-yl)-2,6-diazabicyclo[3.2.1]octane-2-carboxylate N=1C=NN2C1C=C(C=C2)OC2=C(C(=C(C=C2)NC=2C1=C(N=CN2)C=CC(=N1)N1[C@@H]2CCN([C@H](C1)C2)C(=O)OC(C)(C)C)F)C